Diethyl 4-(prop-2-yn-1-yloxy)pyridine-2,6-dicarboxylate C(C#C)OC1=CC(=NC(=C1)C(=O)OCC)C(=O)OCC